bis(3-aminophenyl)3,5-di(trifluoromethyl)phenylphosphine oxide NC=1C=C(C=CC1)P(C1=CC(=CC(=C1)C(F)(F)F)C(F)(F)F)(C1=CC(=CC=C1)N)=O